6-[(S)-3-(2,3-dichloro-6-fluorophenyl)-3-pyrrolidinylamino]-7,8-difluoro-3-methyl-3,4-dihydro-4-quinazolinone ClC1=C(C(=CC=C1Cl)F)[C@@]1(CNCC1)NC=1C=C2C(N(C=NC2=C(C1F)F)C)=O